5-(4-methyl-2,3-dihydro-1,4-benzoxazin-7-yl)-1,3,4-oxadiazol-2-ol CN1CCOC2=C1C=CC(=C2)C2=NN=C(O2)O